C(C1=CC=CC=C1)OC1CC(C1)CSC ((3-(benzyloxy)cyclobutyl)methyl)(methyl)sulfane